7-benzyl-2-(ethoxymethyl)-1H-imidazo[4,5-c]quinolin-4-amine C(C1=CC=CC=C1)C=1C=CC=2C3=C(C(=NC2C1)N)N=C(N3)COCC